1-methoxycarbonylmethyl-4-(phenylsulfinylmethyl)-1H-1,2,3-triazole COC(=O)CN1N=NC(=C1)CS(=O)C1=CC=CC=C1